Methyl 2,4-dioxo-4-(thiophen-2-yl)butanoate O=C(C(=O)OC)CC(C=1SC=CC1)=O